(2E)-1-[(6-chloropyridin-3-yl)methyl]-N'-nitro-2-pentylidenehydraziniumcarboxamidine ClC1=CC=C(C=N1)C[NH+](/N=C/CCCC)C(=N[N+](=O)[O-])N